C1=CC(=CC=2C3=C(C(=C(C(=C3NC12)[2H])[2H])[2H])[2H])C#N 9H-carbazole-3-carbonitrile-5,6,7,8-d4